(2,4,5-trifluorophenyl)-3-(cis-3-(((S)-4,7,8-trimethyl-6-oxo-5,6,7,8-tetrahydropteridin-2-yl)amino)cyclobutyl)urea FC1=C(C=C(C(=C1)F)F)NC(=O)N[C@@H]1C[C@@H](C1)NC1=NC=2N([C@H](C(NC2C(=N1)C)=O)C)C